tert-butyl 2-(5-bromo-4-methoxypyrimidin-2-yl)-4-((3-methoxyphenyl) amino)-3-oxo-2,8-diazaspiro[4.5]decane-8-carboxylate BrC=1C(=NC(=NC1)N1CC2(C(C1=O)NC1=CC(=CC=C1)OC)CCN(CC2)C(=O)OC(C)(C)C)OC